FC(C(CNC(=O)C1=NC(=C(C=C1N)C(F)(F)F)C1=C(C=C(C=C1)Cl)Cl)(C)O)(F)F 3-Amino-6-(2,4-dichloro-phenyl)-5-trifluoromethyl-pyridine-2-carboxylic acid (3,3,3-trifluoro-2-hydroxy-2-methyl-propyl)-amide